C(NC(=O)C=1N=NC(=CC1)NC1=NC=CC=N1)([2H])([2H])[2H] N-(methyl-d3)-6-(pyrimidin-2-ylamino)pyridazine-3-carboxamide